N-(6-methoxy-1H-indazol-7-yl)-6-[4-(trifluoromethyl)pyrazol-1-yl]pyridine-3-sulfonamide COC1=CC=C2C=NNC2=C1NS(=O)(=O)C=1C=NC(=CC1)N1N=CC(=C1)C(F)(F)F